tert-butyl N-[3-methyl-5-[[2-oxo-2-[[(1S)-1-cyclopropyl-2-methoxy-ethyl]-[[5-(trifluoromethyl)-2-pyridyl]methyl]amino]acetyl]amino]-2-pyridyl]carbamate CC=1C(=NC=C(C1)NC(C(N(CC1=NC=C(C=C1)C(F)(F)F)[C@H](COC)C1CC1)=O)=O)NC(OC(C)(C)C)=O